2-(3-cyanophenyl)-N-[(1S)-2-hydroxy-1,2-dimethyl-propyl]-3-[2-(hydroxymethyl)-6-methyl-4-pyridinyl]imidazo[1,2-b]pyridazine-6-carboxamide C(#N)C=1C=C(C=CC1)C=1N=C2N(N=C(C=C2)C(=O)N[C@H](C(C)(C)O)C)C1C1=CC(=NC(=C1)C)CO